ClC=1C=C(C(=O)N[C@@H](C)C2=NC=NN2C2=NC=CC(=C2)N=S(=O)(C)CC)C=C(C1)OC(F)(F)F 3-chloro-N-((1S)-1-(1-(4-((ethyl(methyl)(oxo)-λ6-sulfaneylidene)amino)pyridin-2-yl)-1H-1,2,4-triazol-5-yl)ethyl)-5-(trifluoromethoxy)benzamide